5-(tert-butyl)-N-(2-methyl-4-(6-methylpyrrolo[2,1-f][1,2,4]triazin-4-yl)benzyl)-1,2,4-oxadiazole-3-carboxamide C(C)(C)(C)C1=NC(=NO1)C(=O)NCC1=C(C=C(C=C1)C1=NC=NN2C1=CC(=C2)C)C